2-benzoyl-3-methoxy-1-propene C(C1=CC=CC=C1)(=O)C(=C)COC